[Si](C)(C)(C(C)(C)C)OCCN1N=C(C(=C1)C1=NC=NC2=CC(=C(C=C12)C1C2(CC1C2)C(=O)N)OC)C2=CC=CC=C2 (4-(1-(2-((tert-butyldimethylsilyl)oxy)ethyl)-3-phenyl-1H-pyrazol-4-yl)-7-methoxyquinazolin-6-yl)bicyclo[1.1.1]pentane-1-carboxamide